BrC1=CC=C2C=C(C=NC2=C1)C(F)F 7-bromo-3-(difluoromethyl)quinolin